(5-(4-((4-(1H-pyrazol-4-yl)phenyl)amino)-6-methyl-6,7-dihydro-5H-pyrrolo[3,4-d]pyrimidin-2-yl)isoindolin-2-yl)(3,3-difluorocyclobutyl)methanone N1N=CC(=C1)C1=CC=C(C=C1)NC=1C2=C(N=C(N1)C=1C=C3CN(CC3=CC1)C(=O)C1CC(C1)(F)F)CN(C2)C